N-(1,5-dimethyl-1H-pyrazol-3-yl)-2-methylbenzamide CN1N=C(C=C1C)NC(C1=C(C=CC=C1)C)=O